(S)-5-(2-((4-(diethylamino)phenyl)amino)-1-hydroxyethyl)-8-((4-fluorobenzyl)oxy)quinoline C(C)N(C1=CC=C(C=C1)NC[C@@H](O)C1=C2C=CC=NC2=C(C=C1)OCC1=CC=C(C=C1)F)CC